CC12C(NCC(CC1)N2)=O methyl-2-oxo-3,8-diazabicyclo[3.2.1]octan